3-(4-formyl-1H-1,2,3-triazol-1-yl)-6-methoxybenzoic acid C(=O)C=1N=NN(C1)C=1C=C(C(=O)O)C(=CC1)OC